OC(C(=O)N[C@@H](CCSC[C@@H](C(=O)O)N)C(=O)O)CO 2,3-dihydroxy-propionyl-cystathionine